Ethyl 6-(benzyloxy)pyrazolo[5,1-a]isoquinoline-5-carboxylate C(C1=CC=CC=C1)OC1=C(N2C(C3=CC=CC=C13)=CC=N2)C(=O)OCC